ClC1=C(C=CC=C1)C1=C(C2=C(N=C(N=C2)NCCCCN2CCN(CC2)C)N(C1=O)C)C#C 6-(2-chlorophenyl)-5-ethynyl-8-methyl-2-((4-(4-methylpiperazin-1-yl)butyl)amino)pyrido[2,3-d]pyrimidin-7(8H)-one